CC1=CC=C(C=N1)OC=1C=C(C(=O)N[C@H](C)C=2C=NC(=NC2)C(F)(F)F)C=C(C1)C=1SC(=CN1)C 3-[(6-methylpyridin-3-yl)oxy]-5-(5-methyl-1,3-thiazol-2-yl)-N-{(1R)-1-[2-(trifluoromethyl)pyrimidin-5-yl]ethyl}benzamide